2-bromo-1-(4-isopropoxypyridin-2-yl)ethanone BrCC(=O)C1=NC=CC(=C1)OC(C)C